4-((4-(2-(2,6-dioxopiperidin-3-yl)benzyl)piperazin-1-yl)methyl)-N-(4-methyl-3-((4-(pyridin-3-yl)pyrimidin-2-yl)amino)phenyl)benzamide O=C1NC(CCC1C1=C(CN2CCN(CC2)CC2=CC=C(C(=O)NC3=CC(=C(C=C3)C)NC3=NC=CC(=N3)C=3C=NC=CC3)C=C2)C=CC=C1)=O